CC1=C(C=CC(=C1)OP(=S)(OC)OC)SC The molecule is an organic thiophosphate that is O,O-dimethyl hydrogen phosphorothioate in which the hydrogen atom of the hydroxy group is replaced by a 3-methyl-4-(methylsulfanyl)phenyl group. It exhibits acaricidal and insecticidal activities. It has a role as an EC 3.1.1.7 (acetylcholinesterase) inhibitor, an acaricide, an agrochemical, an avicide, an EC 3.1.1.8 (cholinesterase) inhibitor and an insecticide. It derives from a 4-(methylsulfanyl)-m-cresol.